Cl.ClCCN1C=NC=C1 1-(2-chloroethyl)-imidazole hydrochloride